tert-butyl (4-hydroxy-2-methoxyphenyl)carbamate OC1=CC(=C(C=C1)NC(OC(C)(C)C)=O)OC